CC=1C=CC(=NC1)S(=O)(=O)NC1=C2C=CC=NC2=CC=C1 5-methyl-N-(quinolin-5-yl)pyridine-2-sulfonamide